3-(2-(methyl-(phenyl)amino)phenyl)-1-phenylpropan-2-yn-1-one CN(C1=C(C=CC=C1)C#CC(=O)C1=CC=CC=C1)C1=CC=CC=C1